C(C)NC(=O)N1[C@H]([C@]2(CCC1)NC(CCOC2)=O)CO[C@@H]2CC[C@@H](CC2)C2=CC=CC=C2 |o1:6,7| rel-(1r,6s)-N-ethyl-8-oxo-1-({[(cis)-4-phenylcyclohexyl]oxy}methyl)-11-oxa-2,7-diazaspiro[5.6]dodecane-2-carboxamide